[Si](C)(C)(C(C)(C)C)OC[C@@H]1CC[C@H](CC1)CN1CCC(=CC1)C1=C(C=C(C=C1)[N+](=O)[O-])F trans-1-((4-(((tert-butyldimethylsilyl)oxy)methyl)cyclohexyl)methyl)-4-(2-fluoro-4-nitrophenyl)-1,2,3,6-tetrahydropyridine